O1C=CC(C=2C1=CN=CC2)=O Z-pyrano[2,3-c]pyridine-4-one